(R)-4-(2-fluoroacryloyl)-2-methylpiperazine FC(C(=O)N1C[C@H](NCC1)C)=C